C(CC)C(/C=C/C(C)=O)=CCCCC (3E)-5-propyldec-3,5-dien-2-one